6-(2-Chloro-6,7-dihydro-5H-cyclopenta[d]pyrimidin-4-yl)-3-(trifluoromethyl)-5,6,7,8-tetrahydro-1,6-naphthyridine ClC=1N=C(C2=C(N1)CCC2)N2CC=1C=C(C=NC1CC2)C(F)(F)F